ClC1=NC(=CN=C1)C1=CC(=NC(=C1)C)C chloro-6-(2,6-dimethyl-4-pyridinyl)pyrazine